C(=CCCCCCC)N[C@H](C)C(=O)O (R)-octenylalanine